FC(C1=NC(=NO1)C1=CC2=C(CN(CC2)C(C)=O)S1)(F)F 1-(2-(5-(trifluoromethyl)-1,2,4-oxadiazol-3-yl)-4,7-dihydrothieno[2,3-c]pyridin-6(5H)-yl)ethan-1-one